C1(=CC=CC=C1)[C@@H]1[C@H](C1)N[C@@H]1CC[C@H](CC1)N (trans)-N1-((1S,2R)-2-phenylcyclopropyl)cyclohexane-1,4-diamine